(2S)-2-{[(9Z)-3,3-dimethyl-10-oxo-1,2,3,4,9,10-hexahydrophenanthren-9-ylidene]amino}-3-(4-phenylphenyl)propionic acid CC1(CCC=2C(\C(\C3=CC=CC=C3C2C1)=N/[C@H](C(=O)O)CC1=CC=C(C=C1)C1=CC=CC=C1)=O)C